C(C1=CC=CC=C1)NC1=C2N=CN(C2=NC(=N1)C=1SC=CC1)[C@H]1[C@@H]([C@@H]([C@H](O1)C(=O)NC([2H])([2H])[2H])O)O (2S,3S,4R,5R)-5-(6-(benzylamino)-2-(thiophen-2-yl)-9H-purin-9-yl)-3,4-dihydroxyl-N-(methyl-d3)-tetrahydrofuran-2-formamide